2-amino-4-bromopyridine-3-ol NC1=NC=CC(=C1O)Br